C(C)(=O)O[C@@H]1[C@H](O[C@H]([C@@H]1OC(C)=O)N1C2=NC(=NC(=C2N=C1)N1CC2(C3=CC=CC=C13)CCCC2)Cl)COC(C)=O (2R,3R,4R,5R)-2-(acetoxymethyl)-5-(2-chloro-6-(spiro[cyclopentane-1,3'-indolin]-1'-yl)-9H-purin-9-yl)tetrahydrofuran-3,4-diyl diacetate